4-[[(2S,3S,4S,5S)-3-(3,4-Difluoro-2-methoxy-phenyl)-4,5-dimethyl-5-(trifluoromethyl)tetrahydrofuran-2-carbonyl]amino]-5-fluoro-pyridin-2-carboxamid FC=1C(=C(C=CC1F)[C@H]1[C@H](O[C@@]([C@H]1C)(C(F)(F)F)C)C(=O)NC1=CC(=NC=C1F)C(=O)N)OC